6-ethyl-5-(methylamino)pyrazine C(C)C1=C(N=CC=N1)NC